N-[1-(5-fluoro-1-triisopropylsilyl-indol-4-yl)-4-piperidinyl]-N-methylcarbamic acid tert-butyl ester C(C)(C)(C)OC(N(C)C1CCN(CC1)C1=C2C=CN(C2=CC=C1F)[Si](C(C)C)(C(C)C)C(C)C)=O